{1-[5-Chloro-2-ethoxy-4-fluoro-3-(1-isopropylazetidin-3-yl)phenyl]ethyl}-3-(difluoromethyl)-1H-pyrazolo[3,4-d]pyrimidin-4-amine ClC=1C(=C(C(=C(C1)C(C)N1N=C(C=2C1=NC=NC2N)C(F)F)OCC)C2CN(C2)C(C)C)F